OCCC1C(CN(CC1C)C1=CC=CC(=N1)C1=NC2=CC(=NC=C2C=C1)CNC(C1=CC(=C(C=C1)C)S(=O)(=O)C)=O)C N-((2-(6-(4-(2-hydroxyethyl)-3,5-dimethylpiperidin-1-yl)pyridin-2-yl)-1,6-naphthyridin-7-yl)methyl)-4-methyl-3-(methylsulfonyl)benzamide